NC=1C=2N(C3=C(N1)C=NC(=C3)C(=O)N(C)[C@@H]3COC(C1=CC(=CC=C31)Br)C)C=NC2 4-amino-N-((4S)-7-bromo-1-methylisochroman-4-yl)-N-methylimidazo[1,5-a]pyrido[3,4-e]pyrazine-8-carboxamide